tert-butyl 2-[(diphenylmethylidene)amino]-3-(1-fluorocyclopropyl)propanoate C1(=CC=CC=C1)C(C1=CC=CC=C1)=NC(C(=O)OC(C)(C)C)CC1(CC1)F